1-(2,3-dihydrobenzo[b]thiophen-6-yl)-2-(methylamino)propan-1-ol tert-butyl-4-(2-(4-(4,4,5,5-tetramethyl-1,3,2-dioxaborolan-2-yl)-1H-pyrazol-1-yl)acetyl)piperazine-1-carboxylate C(C)(C)(C)C1N(CCN(C1)C(CN1N=CC(=C1)B1OC(C(O1)(C)C)(C)C)=O)C(=O)OC(C(C)NC)C=1C=CC2=C(SCC2)C1